ClC=1C(=NC(=NC1)C(=O)OC)C(F)(F)F Methyl 5-chloro-4-(trifluoromethyl)pyrimidine-2-carboxylate